2-(2'-acetamido-2,4-dichloro-[1,1'-biphenyl]-3-yl)-N-carbamimidoylacetamide C(C)(=O)NC1=C(C=CC=C1)C1=C(C(=C(C=C1)Cl)CC(=O)NC(N)=N)Cl